1-[(1R,2'S,4S)-7-chloro-4-hydroxy-2'-methyl-spiro[isochromane-1,4'-piperidine]-1'-yl]-2,2,2-trifluoro-ethanone ClC1=CC=C2[C@@H](CO[C@]3(C[C@@H](N(CC3)C(C(F)(F)F)=O)C)C2=C1)O